N(C)CCO sarcosinol